dimethyltriethanolamine CC(N(CCO)CCO)(CO)C